(S)-N-(1-(7-(1H-Pyrazol-4-yl)quinolin-5-yl)cyclopropyl)-5-(azetidin-2-ylmethoxy)-2-methylbenzamide N1N=CC(=C1)C1=CC(=C2C=CC=NC2=C1)C1(CC1)NC(C1=C(C=CC(=C1)OC[C@H]1NCC1)C)=O